ClC=1C=C2C(=CNC2=CC1)CCCNS(=O)(=O)C1=CC=C(C=C1)OCCCN1CC(NCC1)=O N-(3-(5-chloro-1H-indol-3-yl)propyl)-4-(3-(3-oxopiperazin-1-yl)propoxy)benzenesulfonamide